chloroform Manganese(IV) [Mn+4].C(Cl)(Cl)Cl